(S)-(1-(1-((tert-butyldimethylsilyl)oxy)propan-2-yl)-4-iodo-3-isopropoxy-1H-pyrazol-5-yl)methyl methanesulfonate CS(=O)(=O)OCC1=C(C(=NN1[C@H](CO[Si](C)(C)C(C)(C)C)C)OC(C)C)I